O1COC2=C1C=CC(=C2)CCC(=O)NCC2=C(C=CC=C2)Cl 3-(benzo[d][1,3]dioxol-5-yl)-N-(2-chlorobenzyl)propanamide